sodium glutathione bisulfate S([O-])(O)(=O)=O.N[C@H](C(=O)O)CCC(=O)N[C@@H](CS)C(=O)NCC(=O)O.[Na+]